O=C(C(=O)OCC)CC(CC)=O ethyl 2,4-diketo-hexanoate